1-(2-hydroxyacetyl)piperidin OCC(=O)N1CCCCC1